4-hydroxy-N-(1-(4-methoxyphenyl)-2-oxo-2-((4-(trimethylsilyl)phenyl)amino)ethyl)-N-methylthiophene-2-carboxamide OC=1C=C(SC1)C(=O)N(C)C(C(NC1=CC=C(C=C1)[Si](C)(C)C)=O)C1=CC=C(C=C1)OC